(R)-2,5-dichloro-7-(3-((1-(2,6-dimethylpyridin-3-yl)-5-methyl-4-nitro-1H-pyrazol-3-yl)oxy)-2-fluoropropyl)-7H-pyrrolo[2,3-d]pyrimidine ClC=1N=CC2=C(N1)N(C=C2Cl)C[C@H](COC2=NN(C(=C2[N+](=O)[O-])C)C=2C(=NC(=CC2)C)C)F